tert-butyl (2S)-2-(7-chloro-5-cyclopropyl-3-fluoropyrazolo[1,5-a]pyrimidin-2-yl)piperidine-1-carboxylate ClC1=CC(=NC=2N1N=C(C2F)[C@H]2N(CCCC2)C(=O)OC(C)(C)C)C2CC2